5-Chloro-2-(1-ethyl-1H-pyrazol-4-yl)[1,2,4]triazolo[1,5-c]quinazoline ClC1=NC=2C=CC=CC2C=2N1N=C(N2)C=2C=NN(C2)CC